Cl.C1NCC2=CC(=CC=C12)NS(=O)(=N)C N-(2,3-dihydro-1H-isoindol-5-yl)methanesulfonoimidamide-HCl